[Cl-].O(C1=CC=CC=C1)CCOCC[N+](C)(C)C 2-(2-phenoxyethoxy)ethyltrimethyl-ammonium chloride